FC1(OC2=C(O1)C=CC(=C2)C(C)N2C[C@@H](N(C[C@H]2CC)C2=CC(N(C=1C=CC(=NC21)C#N)C)=O)CC)F 8-((2s,5r)-4-(1-(2,2-difluorobenzo[d][1,3]dioxol-5-yl)ethyl)-2,5-diethylpiperazin-1-yl)-5-methyl-6-oxo-5,6-dihydro-1,5-naphthyridine-2-carbonitrile